N1CC(C1)C12CC(C1)(C2)C=2SC(=NN2)C2(CC2)C(F)(F)F 2-[3-(azetidin-3-yl)-1-bicyclo[1.1.1]pentanyl]-5-[1-(trifluoromethyl)cyclopropyl]-1,3,4-thiadiazole